COC=1C=C2CCN(C(C2=CC1OC)C1=CC=C(C=C1)[N+](=O)[O-])C(CCCCC(=O)NO)=O 6-(6,7-Dimethoxy-1-(4-nitrophenyl)-3,4-dihydroisoquinolin-2(1H)-yl)-N-hydroxy-6-oxohexanamide